C(C1=CC=CC=C1)(C1=CC=CC=C1)N1CCC(CC1)CC1=CC=C(C=C1)CN (4-((1-benzhydryl-piperidin-4-yl)methyl)phenyl)methylamine